6-[[(3R)-6,6-Dimethyl-3-piperidyl]amino]-3-[2-hydroxy-4-(trifluoromethyl)phenyl]-4-methyl-1,2,4-triazin-5-on CC1(CC[C@H](CN1)NC=1C(N(C(=NN1)C1=C(C=C(C=C1)C(F)(F)F)O)C)=O)C